CCCCCCCCC(CCCCCCCC)OC(CCCCCCCN(CCCCCCCC(=O)OCCCCCCCCC)CCCN\C(=N\C#N)\NC)=O.CC1(COC1)COCCC[Si](OCC)(OCC)OCC 3-(3-methyl-3-oxetanylmethoxy)propyltriethoxysilane Heptadecan-9-yl-(E)-8-((3-(2-cyano-3-methylguanidino)propyl)(8-(nonyloxy)-8-oxooctyl)amino)octanoate